C([O-])([O-])=O.CC=1N(C=C[N+]1CCCCCCCC)CCCCCCCC.CC=1N(C=C[N+]1CCCCCCCC)CCCCCCCC methyl-1,3-di-n-octylimidazolium carbonate